ON1N=CC(=C1)C(N)=N Hydroxy-1H-pyrazole-4-carboximidamide